Cl.C12N(CC(NC1)CC2)C2=CC=C(C=C2)C2C(NC(CC2)=O)=O 3-(4-(2,5-diazabicyclo[2.2.2]octan-2-yl)phenyl)piperidine-2,6-dione HCl